5-[(1R)-1-(3,5-Dimethylpyridazin-4-yl)ethoxy]-3-(6-fluoro-3-pyridyl)-4-methoxy-1-tetrahydropyran-2-yl-indazole CC=1N=NC=C(C1[C@@H](C)OC=1C(=C2C(=NN(C2=CC1)C1OCCCC1)C=1C=NC(=CC1)F)OC)C